C(C)OC=1C(=NC(=C(C1)N1[C@@H](CN(CC1)C(C1=C(C=C(C=C1)OCC)C(F)(F)F)=O)CC)C(=O)NCCNC)C=1C=NC=CC1 ethoxy-5-[(2R)-4-[4-ethoxy-2-(trifluoromethyl)benzoyl]-2-ethylpiperazin-1-yl]-N-[2-(methylamino)ethyl]-[2,3'-bipyridine]-6-carboxamide